7-methyl-2-((4-methyl-6-(trifluoromethyl)pyridin-3-yl)amino)-9-phenyl-7,9-dihydro-8H-purine CN1CN(C2=NC(=NC=C12)NC=1C=NC(=CC1C)C(F)(F)F)C1=CC=CC=C1